Ethyl (E)-5-(((dimethylamino)methylene)amino)imidazo[1,2-a]pyridine-2-carboxylate CN(C)\C=N\C1=CC=CC=2N1C=C(N2)C(=O)OCC